C(#N)C1=CC2=C(N=C(N=C2)N[C@@H]2C[C@H](CC2)NC(C)=O)C(=N1)NC(C)C N-((1S,3S)-3-((6-cyano-8-(isopropylamino)pyrido[3,4-d]pyrimidin-2-yl)amino)cyclopentyl)acetamide